NC(=C1C(N(C(N(C1=O)C1CCC(CC1)(C)CN1C(NC(C1(C)C)=O)=O)=O)CCCC(F)(F)F)=O)N 5-(Diaminomethylene)-1-((1r,4r)-4-((5,5-dimethyl-2,4-dioxoimidazolidin-1-yl)methyl)-4-methylcyclohexyl)-3-(4,4,4-trifluorobutyl)pyrimidine-2,4,6(1H,3H,5H)-trione